FCC1=CC=CC=2N(C=NC21)CC2=CC=C(C=C2)B2OC(C(O2)(C)C)(C)C 4-(fluoromethyl)-1-((4-(4,4,5,5-tetramethyl-1,3,2-dioxaborolan-2-yl)phenyl)methyl)-1,3-benzodiazole